2-(4,4-Difluoro-1-methylcyclohexyl)-N-(4-(6-fluoro-3,4-dihydroisoquinolin-2(1H)-yl)-2,6-DimethylPhenyl)acetamide FC1(CCC(CC1)(C)CC(=O)NC1=C(C=C(C=C1C)N1CC2=CC=C(C=C2CC1)F)C)F